CC(C)(C)C1=CC2=C(NC3=C(O2)N=C(N=C3C)CCCCCCC)C=C1 8-(1,1-dimethylethyl)-2-heptyl-4-methyl-5H-Pyrimido[4,5-b][1,4]benzoxazine